6-((3-(2-Amino-4-(2-fluoro-4-(1-(3-fluoropyridin-2-yl)-5-(trifluoromethyl)-1H-pyrazole-4-carboxamido)phenoxy)pyridin-3-yl)prop-2-yn-1-yl)amino)-6-oxohexanoic acid NC1=NC=CC(=C1C#CCNC(CCCCC(=O)O)=O)OC1=C(C=C(C=C1)NC(=O)C=1C=NN(C1C(F)(F)F)C1=NC=CC=C1F)F